tert-butyl (S)-4-(2-(4-benzyl-2-oxooxazolidin-3-yl)-2-oxoethyl)piperidine-1-carboxylate C(C1=CC=CC=C1)[C@@H]1N(C(OC1)=O)C(CC1CCN(CC1)C(=O)OC(C)(C)C)=O